1-[(2R)-2-methyl-4-[8-({3-methyl-4-[(1-methyl-1,3-benzodiazol-5-yl)oxy]phenyl}amino)pyrimido[5,4-d][1,3]diazin-2-yl]piperazin-1-yl]prop-2-en-1-one C[C@H]1N(CCN(C1)C=1N=CC2=C(N1)C(=NC=N2)NC2=CC(=C(C=C2)OC2=CC1=C(N(C=N1)C)C=C2)C)C(C=C)=O